4-(((cis)-4-isopropylpyrrolidin-3-yl)amino)-1-(phenylsulfonyl)-1H-pyrrolo[2,3-b]pyridin-5-carbonitrile C(C)(C)[C@@H]1[C@@H](CNC1)NC1=C2C(=NC=C1C#N)N(C=C2)S(=O)(=O)C2=CC=CC=C2